N-(4-(2-(3,4-Dihydro-2,6-naphthyridin-2(1H)-yl)ethyl)phenyl)-4,5-dimethoxy-2-nitrobenzamide C1N(CCC2=CN=CC=C12)CCC1=CC=C(C=C1)NC(C1=C(C=C(C(=C1)OC)OC)[N+](=O)[O-])=O